C1(=CC=CC=C1)C=1C2=C(C(C(C(C2(C(C2(C(C(C(C(C12)([2H])[2H])([2H])[2H])([2H])[2H])([2H])[2H])[2H])([2H])[2H])[2H])([2H])[2H])([2H])[2H])([2H])[2H])C1=CC=CC=C1 diphenylanthracene-d18